C12(CC3CC(CC(C1)C3)C2)CN2S(C=3C=CC=C(C(NCCOC1=CC(=NC2=N1)C1=C(C=CC=C1C)C)=O)C3)(=O)=O (1-adamantylmethyl)-6-(2,6-dimethylphenyl)-2,2-dioxo-9-oxa-2λ6-thia-3,5,12,19-tetrazatricyclo[12.3.1.14,8]nonadeca-1(18),4(19),5,7,14,16-hexaen-13-one